(4R)-4-[4-(5-{[(1R,2R,3S,5S)-2-fluoro-8-azabicyclo[3.2.1]octan-3-yl](methyl)amino}pyrazin-2-yl)-3-hydroxyphenyl]pyrrolidin-2-one F[C@@H]1[C@H]2CC[C@@H](C[C@@H]1N(C=1N=CC(=NC1)C1=C(C=C(C=C1)[C@H]1CC(NC1)=O)O)C)N2